FC1=C(C(N)=S)C=C(C=C1)OC=1C(=C2C=CNC2=CC1F)C=C 2-fluoro-5-((6-fluoro-4-vinyl-1H-indol-5-yl)oxy)benzothioamide